(7S)-4,7-difluoro-7-isopropyl-N-[(1R)-3-(4-isopropyl-1-piperidyl)-1-(6-pyridazin-4-yl-3-pyridyl)propyl]-6,8-dihydro-5H-acridine-2-carboxamide FC1=CC(=CC2=CC=3C[C@@](CCC3N=C12)(C(C)C)F)C(=O)N[C@H](CCN1CCC(CC1)C(C)C)C=1C=NC(=CC1)C1=CN=NC=C1